tert-butyl 5-[2-[(8-fluoro-2-methyl-imidazo[1,2-a]pyridin-6-yl) carbamoyl] thieno[2,3-b]pyridin-6-yl]-3,6-dihydro-2H-pyridine-1-carboxylate FC=1C=2N(C=C(C1)NC(=O)C1=CC=3C(=NC(=CC3)C3=CCCN(C3)C(=O)OC(C)(C)C)S1)C=C(N2)C